2-(((8,8-dimethyl-1-oxaspiro[4.5]decan-2-yl)oxy)methyl)phenol CC1(CCC2(CCC(O2)OCC2=C(C=CC=C2)O)CC1)C